(3S,4S)-1-(4-((R)-4-acetyl-3-(tetradecylcarbamoyl)piperazine-1-carbonyl)benzoyl)-N3,N4-bis((1S,2R)-2-phenylcyclopropyl)pyrrolidine-3,4-dicarboxamide C(C)(=O)N1[C@H](CN(CC1)C(=O)C1=CC=C(C(=O)N2C[C@H]([C@@H](C2)C(=O)N[C@@H]2[C@H](C2)C2=CC=CC=C2)C(=O)N[C@@H]2[C@H](C2)C2=CC=CC=C2)C=C1)C(NCCCCCCCCCCCCCC)=O